2,5-di((2-oxo-2,3-dihydro-1H-benzo[d]imidazol-5-yl)amino)terephthalic acid O=C1NC2=C(N1)C=CC(=C2)NC2=C(C(=O)O)C=C(C(=C2)C(=O)O)NC2=CC1=C(NC(N1)=O)C=C2